C(C)(C)N1C(N(C=2N=NC=3C=CC(=CC3C21)C=2C=NC(=CC2)[C@@H](C)OCCN2C[C@@H](CC2)C)C)=O 1-isopropyl-3-methyl-8-(6-((R)-1-(2-((R)-3-methylpyrrolidin-1-yl)ethoxy)ethyl)pyridin-3-yl)-1H-imidazo[4,5-c]cinnolin-2(3H)-one